N-(3-(4-chlorophenoxy)-4-methylphenyl)acrylamide ClC1=CC=C(OC=2C=C(C=CC2C)NC(C=C)=O)C=C1